C(C)NC(=O)N1[C@H]([C@H](CCC1)NS(=O)(=O)C)CO[C@@H]1CC[C@@H](CC1)C1=CC(=CC=C1)OC(F)(F)F cis-N-ethyl-3-((methylsulfonyl)amino)-2-(((cis-4-(3-(trifluoromethoxy)phenyl)-cyclohexyl)oxy)methyl)piperidine-1-carboxamide